O-(7-bromoheptanoyl)-N,N-dioctylhydroxylamine BrCCCCCCC(=O)ON(CCCCCCCC)CCCCCCCC